CC1N(CCCC1)NC(C=C)=O N-2-methylpiperidinyl-acrylamide